ClC1=CC=C(C(=N1)C=O)N1CCOC2(CC2)C1 6-chloro-3-(4-oxa-7-azaspiro[2.5]oct-7-yl)pyridinecarbaldehyde